[K+].[N-](S(=O)(=O)C(F)(F)F)S(=O)(=O)C(F)(F)F bis(trifluoromethanesulfonyl)imide potassium salt